ClC1=CC(=C(C=C1)C=1C2=C(N=C(N1)N1C[C@@H](O[C@@H](C1)C)C=1C=NN(C1)C1CC1)N=C(S2)N(CCO)C)F 2-[[7-(4-chloro-2-fluoro-phenyl)-5-[(2S,6R)-2-(1-cyclopropylpyrazol-4-yl)-6-methyl-morpholin-4-yl]thiazolo[4,5-d]pyrimidin-2-yl]-methyl-amino]ethanol